C(C)(C)(C)OC(=O)N1C[C@H]([C@@H](CC1)CO)C1=CC=C(C=C1)C(=O)OC(C)(C)C |r| racemic-(3R,4R)-3-(4-(tert-butoxycarbonyl)phenyl)-4-(hydroxymethyl)piperidine-1-carboxylic acid tert-butyl ester